C1=CC=CC=2C3=CC=CC=C3C(C12)COC(=O)N([C@H](C(=O)O)CC1=CC=C(C=C1)C)C (2S)-2-[9H-fluoren-9-ylmethoxycarbonyl(methyl)amino]-3-(p-tolyl)propanoic acid